[Si](C)(C)(C(C)(C)C)OC(C(=N)NC1=NC=C(N=C1Br)Br)C1=C(C=CC=C1F)F 2-((tert-butyldimethylsilyl)oxy)-N-(3,5-dibromopyrazin-2-yl)-2-(2,6-difluorophenyl)acetamidine